(methoxymethoxy)-8-((triisopropylsilyl)ethynyl)naphthalen-1-ol COCOC1=C(C2=C(C=CC=C2C=C1)C#C[Si](C(C)C)(C(C)C)C(C)C)O